CC1(CC1)NC(O[C@H]1C[C@H](CC1)C1=CC(=NN1)NC1=NC(=C(N=C1)C#N)NC)=O (1R,3S)-3-(3-((5-cyano-6-(methylamino)pyrazin-2-yl)amino)-1H-pyrazol-5-yl)cyclopentyl (1-methylcyclopropyl)carbamate